FC=1C=C(C=CC1)CS(=O)(=O)NC1CCN(CC1)C1=C(C=CC=C1)/C=C/C(=O)NO (E)-3-(2-(4-(((3-fluorophenyl)methyl)sulfonamido)piperidin-1-yl)phenyl)-N-hydroxyacrylamide